tetrahydropyran-2-yl-indazol-5-amine O1C(CCCC1)C1=NNC2=CC=C(C=C12)N